N[C@H](C(=O)N)CC=1C(NC2=CC=C(C=C2C1)C)=O (S)-2-amino-3-(6-methyl-2-oxo-1,2-dihydroquinolin-3-yl)propionamide